CC(CCS(=O)(=O)NC1=CC=C(C=C1)C1=C2C(=NC(=C1)NC(=O)C1CC1)NC=C2)C N-(4-(4-((3-methylbutyl)sulfonamido)phenyl)-1H-pyrrolo[2,3-b]pyridin-6-yl)cyclopropylcarboxamide